[Si](C1=CC=CC=C1)(C1=CC=CC=C1)(C(C)(C)C)O[C@@H]1[C@@H](COC1)N1[C@H](CNCC1)C (S)-1-((3R,4R)-4-((tert-butyldiphenylsilyl)oxy)tetrahydrofuran-3-yl)-2-methylpiperazine